BrC=1C(=NNC1)C=1C=2N(C(=NC1)NCC1=C(C=CC3=C1CCO3)F)C=C(N2)C#N 8-(4-bromo-1H-pyrazol-3-yl)-5-(((5-fluoro-2,3-dihydrobenzofuran-4-yl)methyl)amino)imidazo[1,2-c]pyrimidine-2-carbonitrile